[N+](=O)([O-])C1=C(C=CN2CCCC2)C(=CC=C1)OC1OCCCC1 1-(2-nitro-6-((tetrahydro-2H-pyran-2-yl)oxy)styryl)pyrrolidine